OC(CC)(C)N1C(C=2SC(=C3OCCCC(=C1)C32)C=3C=NN(C3)C(C3=CC=CC=C3)(C3=CC=CC=C3)C3=CC=CC=C3)=O (1-hydroxy-1-methyl-propyl)-2-(1-tritylpyrazol-4-yl)-12-oxa-3-thia-6-azatricyclo[6.4.1.04,13]trideca-1,4(13),7-trien-5-one